((5-bromopyrimidin-2-yl)methyl)-4-cyclopentylpiperazine-2,3-dione BrC=1C=NC(=NC1)CN1C(C(N(CC1)C1CCCC1)=O)=O